(S)-3-(aziridin-2-ylmethyl)-1H-indole N1[C@H](C1)CC1=CNC2=CC=CC=C12